2-(4-tert-butyl-5-chloro-2-methyl-phenyl)-5-[1-(trifluoromethyl)pyrazol-3-yl]-1H-1,6-naphthyridin-4-one C(C)(C)(C)C1=CC(=C(C=C1Cl)C=1NC2=CC=NC(=C2C(C1)=O)C1=NN(C=C1)C(F)(F)F)C